(S)-3-((S)-sec-butyl)-1,3,4,5-tetrahydro-2H-benzo[e][1,4]diazepin-2-one [C@H](C)(CC)[C@@H]1NCC2=C(NC1=O)C=CC=C2